N1N=CC(=C1)C1=CC=C(C=C1)NC=1C2=C(N=C(N1)C=1C=C3CN(CC3=CC1)C(=O)C1CC(C1)(F)F)CN(C2)C(C)=O 1-(4-((4-(1H-pyrazol-4-yl)phenyl)amino)-2-(2-(3,3-difluorocyclobutane-1-carbonyl)isoindolin-5-yl)-5,7-dihydro-6H-pyrrolo[3,4-d]pyrimidin-6-yl)ethan-1-one